1-((1R,5R)-6-(6-(8-ethynyl-3-hydroxynaphthalen-1-yl)-7-fluoroisothiazolo[4,3-c]pyridin-3-yl)-2,6-diazabicyclo[3.2.0]heptan-2-yl)prop-2-en-1-one C(#C)C=1C=CC=C2C=C(C=C(C12)C1=C(C=2C(C=N1)=C(SN2)N2[C@@H]1CCN([C@@H]1C2)C(C=C)=O)F)O